COC1CN(C1)C(=O)N([C@H](C(=O)O)C(C)C)C (2S)-2-[(3-methoxyazetidin-1-yl)carbonyl(methyl)amino]-3-methylbutanoic acid